C(C)(C)N1N=CC=C1C1=CSC2=C1N=C(N=C2N2[C@@H](COCC2)C)C2=C1C(=NC=C2)NC=C1 (R)-4-(7-(1-isopropyl-1H-pyrazol-5-yl)-2-(1H-pyrrolo[2,3-b]pyridin-4-yl)thieno[3,2-d]pyrimidin-4-yl)-3-methylmorpholine